N-[[5-[[6-(5-chloro-1,3-benzoxazol-2-yl)spiro[3.3]heptan-2-yl]carbamoyl]-2-furyl]sulfonyl]tetrahydropyran-4-carboxamide ClC=1C=CC2=C(N=C(O2)C2CC3(CC(C3)NC(=O)C3=CC=C(O3)S(=O)(=O)NC(=O)C3CCOCC3)C2)C1